CC1(COC(OC1)C1=CC=C(C=C1)Br)C Para-(5,5-dimethyl-1,3-dioxan-2-yl)bromobenzene